N-((1R,3S,4R)-7-oxabicyclo[2.2.1]Hept-3-yl)pyridazine-3-carboxamide [C@H]12C[C@@H]([C@@H](CC1)O2)NC(=O)C=2N=NC=CC2